tert-butyl 2-[2-(2-sulfamoylethoxy) ethoxy]acetate S(N)(=O)(=O)CCOCCOCC(=O)OC(C)(C)C